tert-Butyl 6-(((methylsulfonyl)oxy)methyl)-2-azaspiro[3.3]heptane-2-carboxylate CS(=O)(=O)OCC1CC2(CN(C2)C(=O)OC(C)(C)C)C1